5-(3-(difluoromethyl)-8-fluoroimidazo[1,2-a]pyridin-6-yl)-6-fluoro-N-((3S,4R)-3-fluoro-1-(oxetan-3-yl)piperidin-4-yl)-4-methoxypyrrolo[2,1-f][1,2,4]triazin-2-amine FC(C1=CN=C2N1C=C(C=C2F)C=2C(=CN1N=C(N=C(C12)OC)N[C@H]1[C@H](CN(CC1)C1COC1)F)F)F